4-(1-(2,3-dihydrobenzofuran-6-yl)ethyl)piperazin O1CCC2=C1C=C(C=C2)C(C)N2CCNCC2